2-((((9H-Fluoren-9-yl)methoxy)carbonyl)(ethyl)amino)-3-(p-tolyl)propanoic acid C1=CC=CC=2C3=CC=CC=C3C(C12)COC(=O)N(C(C(=O)O)CC1=CC=C(C=C1)C)CC